6-(3-Chloro-6-(difluoromethyl)-2-fluorophenyl)-N-(1-((2-(2-propionyl-3-azabicyclo[3.1.0]hexan-3-yl)pyrimidin-5-yl)methyl)-1H-pyrazol-4-yl)pyrazine-2-carboxamide ClC=1C(=C(C(=CC1)C(F)F)C1=CN=CC(=N1)C(=O)NC=1C=NN(C1)CC=1C=NC(=NC1)N1C(C2CC2C1)C(CC)=O)F